4-Chloro-3'-(((1-oxoisoindolin-5-yl)oxy)methyl)-[1,1'-biphenyl]-3-carboxylic acid ClC1=C(C=C(C=C1)C1=CC(=CC=C1)COC=1C=C2CNC(C2=CC1)=O)C(=O)O